NC=1C(=C2C(=NC1C(=O)N)N(N=C2Br)C)C2=C(C(=CC=C2)OC)C 5-amino-3-bromo-4-(3-methoxy-2-methylphenyl)-1-methyl-1H-pyrazolo[3,4-b]pyridine-6-carboxamide